ClC1=C(OC2=NC=C(C(=C2)S(=O)(=O)NC2CC(C2)(C)O)O)C(=CC(=C1)N1N=C(C(NC1=O)=O)C(F)F)Cl 2-(2,6-dichloro-4-(6-(difluoromethyl)-3,5-dioxo-4,5-dihydro-1,2,4-triazin-2(3H)-yl)phenoxy)-5-hydroxy-N-((1s,3s)-3-hydroxy-3-methylcyclobutyl)pyridine-4-sulfonamide